2-(methylsulfanyl)propionic acid CSC(C(=O)O)C